3-ethynyl-3-hydroxy-1-(2,2,2-trifluoroethyl)pyrrolidin-2-one C(#C)C1(C(N(CC1)CC(F)(F)F)=O)O